2-((4-((6-((4-cyano-2-fluorophenoxy)methyl-d2)pyridin-2-yl)oxy)piperidin-1-yl)methyl methyl)-1-((1-ethyl-1H-imidazol-5-yl)methyl)-1H-benzo[d]imidazole-6-carboxylate C(#N)C1=CC(=C(OC(C2=CC=CC(=N2)OC2CCN(CC2)CCC2=NC3=C(N2CC2=CN=CN2CC)C=C(C=C3)C(=O)[O-])([2H])[2H])C=C1)F